C[C@H]1N(C[C@@H](N(C1)C1=NC=C(C=N1)C(F)(F)F)C)C(=O)O[C@H](CC1=CNC(C(=C1)C(F)(F)F)=O)C (S)-1-(6-Oxo-5-(trifluoromethyl)-1,6-dihydropyridin-3-yl)propan-2-yl (2R,5S)-2,5-dimethyl-4-(5-(trifluoromethyl)pyrimidin-2-yl)piperazine-1-carboxylate